N1C=CC2=CC(=CC=C12)CN(C(CCC)=O)C1C(NC2=CC=CC=C2C1)=O N-((1H-indol-5-yl)methyl)-N-(2-oxo-1,2,3,4-tetrahydroquinolin-3-yl)butyramide